5-(((trans-3-(3-cyclopropyl-4-(5-((1-methylpiperidin-4-yl)amino)pyridin-2-yl)-1H-pyrazol-1-yl)cyclobutyl)methyl)amino)-2-(2,6-dioxopiperidin-3-yl)isoindoline-1,3-dione C1(CC1)C1=NN(C=C1C1=NC=C(C=C1)NC1CCN(CC1)C)[C@@H]1C[C@H](C1)CNC=1C=C2C(N(C(C2=CC1)=O)C1C(NC(CC1)=O)=O)=O